(4-aminopentyl)amino-6-methoxyquinoline dihydrochloride Cl.Cl.NC(CCCNC1=NC2=CC=C(C=C2C=C1)OC)C